CC1=C(N2N(C(C(=C2C)C)=O)C1=O)C 2,3,5,6-Tetramethyl-1H,7H-pyrazolo[1,2-a]pyrazole-1,7-dione